(S)-3-((1,3-dioxolan-2-yl)methyl)-5-(4-methoxyphenyl)-3-methyl-1-tosyl-1,2,3,6-tetrahydropyridine O1C(OCC1)C[C@@]1(CN(CC(=C1)C1=CC=C(C=C1)OC)S(=O)(=O)C1=CC=C(C)C=C1)C